C(C)C1=C(C(=C(C=C1)O)OCCCCCC)CC bisethylhexyl-oxyphenol